1-(3-((2,5-dichloropyrimidin-4-yl)amino)pyridin-2-yl)pyrrolidin-2-one ClC1=NC=C(C(=N1)NC=1C(=NC=CC1)N1C(CCC1)=O)Cl